FC1=C(C(=O)OCC(=O)C2(COC3=C2C=CC=C3CC(=O)OCC)C)C=C(C=C1)OC=1C(=C3C=CNC3=CC1F)SC 2-(7-(2-Ethoxy-2-oxoethyl)-3-methyl-2,3-dihydrobenzofuran-3-yl)-2-oxoethyl 2-fluoro-5-((6-fluoro-4-(methylthio)-1H-indol-5-yl)oxy)benzoate